ClC1=C(C=CC(=C1Cl)C)N1[C@@H](CN(CC1)CC[C@@H]1CC[C@H](CC1)N)C trans-4-(2-((R)-4-(2,3-dichloro-4-methylphenyl)-3-methylpiperazin-1-yl)ethyl)cyclohexane-1-amine